ClC1=CC(=NC=C1C(=O)[O-])Cl 4,6-Dichloronicotinate